COC1=C(C(=CC=C1)OC)C1=C(C=C(C=C1C)C)C 2,6-dimethoxy-2',4',6'-trimethylbiphenyl